2-(4-cyclopropyl-6-methoxy-pyrimidin-5-yl)-5-methoxy-4-[rel-(1S)-2,2-difluoro-1-[4-[1-methyl-4-(trifluoromethyl)imidazol-2-yl]phenyl]ethoxy]pyrimidine C1(CC1)C1=NC=NC(=C1C1=NC=C(C(=N1)O[C@H](C(F)F)C1=CC=C(C=C1)C=1N(C=C(N1)C(F)(F)F)C)OC)OC |o1:16|